NC1(CC(C1)(C)CO)C1=C(C=C(C=N1)C=1C=CC2=C(C1)N1[C@H]3C4=C(C(N[C@@H](C1=N2)C3)=O)C=CC=C4OC(F)F)F (7R,14R)-11-{6-[cis-1-amino-3-(hydroxymethyl)-3-methylcyclobutyl]-5-fluoropyridin-3-yl}-1-(difluoromethoxy)-6,7-dihydro-7,14-methanobenzimidazo[1,2-b][2,5]-benzodiazocin-5(14H)-one